CN1N=CC(=N1)C1=C2C=NNC2=C(C=C1)C1=CC=C(N=N1)NCC[C@H]1NCCC1 6-[4-(2-methyl-1,2,3-triazol-4-yl)-1H-indazol-7-yl]-N-{2-[(2S)-pyrrolidin-2-yl]ethyl}pyridazin-3-amine